[(Trifluoromethyl)thio]benzene FC(SC1=CC=CC=C1)(F)F